S1C=NC2=C1C=C(C=C2)C2=CCC(CN2C(=O)OC(C)(C)C)C tert-butyl 6-(1,3-benzothiazol-6-yl)-3-methyl-3,4-dihydro-2H-pyridine-1-carboxylate